COC1=C2C=CC(OC2=CC=C1C(=O)NC1=NN(C2=CC=CC=C12)CCC1CCN(CC1)C)(C)C 5-Methoxy-2,2-dimethyl-N-(1-(2-(1-methylpiperidin-4-yl)ethyl)-1H-indazol-3-yl)-2H-chromene-6-carboxamide